C1=CC2=C(NC(=O)N=C2)N=C1 pyrido[2,3-d]pyrimidinone